FC1=C2C(C(=C(C(C2=C(C=C1)F)=O)CC1=CC=C(C(=N1)C#N)C(F)(F)F)C)=O 6-((5,8-difluoro-3-methyl-1,4-dioxo-1,4-dihydronaphthalen-2-yl)methyl)-3-(trifluoromethyl)picolinonitrile